N-(2-(3-(2-((1,5-dimethyl-1H-pyrazol-3-yl)amino)-5-methylpyrimidin-4-yl)-1H-indol-7-yl)-1-oxoisoindolin-4-yl)-3-methylcyclohexane-1-carboxamide CN1N=C(C=C1C)NC1=NC=C(C(=N1)C1=CNC2=C(C=CC=C12)N1C(C2=CC=CC(=C2C1)NC(=O)C1CC(CCC1)C)=O)C